2-amino-9-[(1s,3s,4s)-4-hydroxy-3-hydroxymethyl-2-methylenecyclopentyl]-1,9-dihydro-6H-purin-6-one NC=1NC(C=2N=CN(C2N1)[C@@H]1C([C@H]([C@H](C1)O)CO)=C)=O